OCC1(CC1)CN1C(CC2(CC2)C1)C(=O)OC methyl 6-{[(hydroxymethyl) cyclopropyl] methyl}-6-azaspiro[2.4]heptane-5-carboxylate